CC1(OB(OC1(C)C)C=1C=NC=2N(C1)C=CN2)C 6-(4,4,5,5-tetramethyl-1,3,2-dioxaborolan-2-yl)imidazo[1,2-a]pyrimidine